BrC=1C(=NC(=NC1)C)NC1=C(C=CC=C1Cl)Cl 5-bromo-N-(2,6-dichlorophenyl)-2-methylpyrimidin-4-amine